COC1=CC=C(C=C1)C(CCC)N1CCN(CC1)CC=1C=C(C=CC1C(F)(F)F)N1CCN(CCC1)C 1-(3-((4-(1-(4-methoxyphenyl)butyl)piperazin-1-yl)methyl)-4-(trifluoromethyl)phenyl)-4-methyl-1,4-diazepane